6-(2-fluoroethoxy)pyrimidine-4-carboxylic acid FCCOC1=CC(=NC=N1)C(=O)O